O(C(=O)C)C=1C=CC=C(C1)C=CC(=O)NC1=CC=C(C=C1)S(=O)(=O)N1CCCC1 3-(5-acetoxylphenyl)-N-[4-(1-pyrrolidinylsulfonyl)phenyl]acryl-amide